C12C3=CC=CC=C3C(CCC1)N2C(C(C)=O)C 3-{12-Aza-tricyclo[6.3.1.02,7]Dodeca-2,4,6-trien-12-yl}butan-2-one